CN1N=CC2=CC(=CC=C12)CNC(=O)[C@H]1N(C[C@@H](C1)CC1=CC=C(C=C1)C)C(=O)[C@@H]1NCCC[C@@H]1C(=O)N1CCOCC1 (2S,4R)-N-[(1-methylindazol-5-yl)methyl]-1-[(2R,3S)-3-(morpholine-4-carbonyl)piperidine-2-carbonyl]-4-(p-tolylmethyl)pyrrolidine-2-carboxamide